3,6-bis(4-aminobenzyloxy)cholestane Calcium [Ca].NC1=CC=C(COC2CC3C(C[C@H]4[C@@H]5CC[C@H]([C@@H](CCCC(C)C)C)[C@]5(CC[C@@H]4[C@]3(CC2)C)C)OCC2=CC=C(C=C2)N)C=C1